2-(3-cyclopropyl-5-((1r,3r)-3-methoxy-1-(4-methyl-4H-1,2,4-triazol-3-yl)cyclobutyl)phenyl)-6-(((1-methylcyclobutyl)amino)methyl)-4-(trifluoromethyl)isoindolin-1-one C1(CC1)C=1C=C(C=C(C1)C1(CC(C1)OC)C1=NN=CN1C)N1C(C2=CC(=CC(=C2C1)C(F)(F)F)CNC1(CCC1)C)=O